CC1=C(C=NC=2OCCNC21)C=2C1=C(N=C(N2)NC2=CC=C(C=C2)CN2CCN(CC2)C)CNCC1 {8-methyl-1H,2H,3H-pyrido[2,3-b][1,4]oxazin-7-yl}-N-{4-[(4-methylpiperazin-1-yl)methyl]phenyl}-5H,6H,7H,8H-pyrido[3,4-d]pyrimidin-2-amine